C1N(CC2=CC=CC=C12)CC=1C=C2C=CC(=NC2=CC1)C1[C@H]2CN(C[C@@H]12)S(=O)(=O)C 6-(isoindolin-2-ylmethyl)-2-((1R,5S,6r)-3-(methylsulfonyl)-3-azabicyclo[3.1.0]hexan-6-yl)quinoline